CC1=NC(=C2NC=NC2=N1)NCC1=C(C=CC=C1)F 2-methyl-6-(2-fluorobenzylamino)purine